BrC1=CC(=C2CCNCC2=C1)C 7-bromo-5-methyl-1,2,3,4-tetrahydroisoquinoline